5,7-difluoro-1H-indazol-6-ol FC=1C=C2C=NNC2=C(C1O)F